C(C)(C)(C)OC(=O)NCC1=NOC(C1)(C(=O)[O-])CC1=CC(=CC=C1)F 3-(((tert-butoxycarbonyl)amino)methyl)-5-(3-fluorobenzyl)-4,5-dihydroisoxazole-5-carboxylate